COC1=C(C(=C(C(=O)OC)OC)OC)C=CC=C1 Methyl Trimethoxycinnamate